NC1=C(C=CC(=C1)S(=O)(=O)N1CCN(CCC1)CCOC)N(C(=O)C=1C=NC2=CC=CN=C2C1)C N-(2-amino-4-(4-(2-methoxyethyl)-1,4-diazepan-1-ylsulfonyl)phenyl)-N-methyl-1,5-naphthyridine-3-carboxamide